C(CCCCCC(C)C)(=O)OCC(C)(COC(CCCCCC(C)C)=O)C Neopentyl Glycol Diisononanoate